COC(C[C@@H]1OCC(OC1)CO[Si](C1=CC=CC=C1)(C1=CC=CC=C1)C(C)(C)C)=O 2-((2S)-5-(((tert-butyldiphenylsilyl)oxy)methyl)-1,4-dioxan-2-yl)acetic acid methyl ester